(R)-5-fluoro-1-((R)-6-fluoro-5-(pyridin-2-yl)-2,3-dihydrobenzofuran-2-carbonyl)-3-methylindoline-6-sulfonamide FC=1C=C2[C@H](CN(C2=CC1S(=O)(=O)N)C(=O)[C@@H]1OC2=C(C1)C=C(C(=C2)F)C2=NC=CC=C2)C